2-(4-(2-methyl-1-thiocyanopropyl)phenyl)propionic acid CC(C(SC#N)C1=CC=C(C=C1)C(C(=O)O)C)C